2-[[(1R)-2,2-difluorocyclopropanecarbonyl]amino]benzamide FC1([C@H](C1)C(=O)NC1=C(C(=O)N)C=CC=C1)F